[Br-].C(C=C)[N+]1(C(CCCC1)CCN1C2=CC=CC=C2SC=2C=CC(=CC12)SC)C 1-allyl-1-methyl-2-(2-(2-(methylthio)-10H-phenothiazin-10-yl)ethyl)piperidin-1-ium bromide